(E)-1-(5-fluorobenzofuran-2-yl)-2-methylpropan-1-one oxime FC=1C=CC2=C(C=C(O2)/C(/C(C)C)=N/O)C1